Dibenzochromene O1CC=CC2=C3C(=C4C(=C12)C=CC=C4)C=CC=C3